methyl 5-chloro-4-fluoro-2-((4-fluoro-2-formylphenyl) amino)-benzoate ClC=1C(=CC(=C(C(=O)OC)C1)NC1=C(C=C(C=C1)F)C=O)F